3-(4-chlorophenyl)acrylamide ClC1=CC=C(C=C1)C=CC(=O)N